Methyl 3-fluoroazetidine-3-carboxylate hydrochloride Cl.FC1(CNC1)C(=O)OC